Cl.NCCC1=CC(=C(C=C1OC)S(=O)(C)=N)OC (4-(2-aminoethyl)-2,5-dimethoxyphenyl)-(imino)(methyl)-λ6-sulfanone hydrochloride